2'-azauridine [C@@H]1(N(O)[C@H](O)[C@@H](CO)O1)N1C(=O)NC(=O)C=C1